CN(C(COC(C(CC(=O)OCCCCCCCC)=C)=O)=O)CC(=O)O 2-(N-methyl-2-((2-methylene-4-(octyloxy)-4-oxobutanoyl)oxy)acetamido)acetic acid